1-((1-propenoylazetidin-3-yl)methyl)-7-chloro-4-(2-(dimethylamino)ethyl)-6-(3-hydroxynaphthalen-1-yl)quinoxalin-2,3(1H,4H)-dione C(C=C)(=O)N1CC(C1)CN1C(C(N(C2=CC(=C(C=C12)Cl)C1=CC(=CC2=CC=CC=C12)O)CCN(C)C)=O)=O